CC/C=C\\C/C=C\\C/C=C\\CCCCCCCC(=O)NC1=CC=CC=C1 The molecule is a fatty amide conjugate of alpha-linolenic acid and aniline. It is an anilide and a fatty amide. It derives from an alpha-linolenic acid.